C(C)(C)(C)OC(C[C@H](C(=O)O)CC1CCCC1)=O (R)-4-(t-Butoxy)-2-(cyclopentylmethyl)-4-oxobutanoic acid